OC1CC(N(C1)C(CCCCCCCCCCCCCCCCCCC)=O)C(=O)O 4-hydroxy-1-eicosanoylpyrrolidine-2-carboxylic acid